6-(2-(3-chloro-2-fluorophenyl)-2,2-difluoroacetyl)-2-(1-(5-isopropylpyridin-3-yl)cyclopropyl)-3,5,6,7,8,9-hexahydro-4H-pyrimido[5,4-c]azepin-4-one ClC=1C(=C(C=CC1)C(C(=O)N1CC2=C(CCC1)N=C(NC2=O)C2(CC2)C=2C=NC=C(C2)C(C)C)(F)F)F